CC=1SC(=C(N1)C)C1=NC2=C(C=C(C=C2C(N1C)=O)C)\C(\C)=N/[S@](=O)C(C)(C)C (R,Z)-N-(1-(2-(2,4-dimethylthiazol-5-yl)-3,6-dimethyl-4-oxo-3,4-dihydroquinazolin-8-yl)ethylidene)-2-methylpropane-2-sulfinamide